ClC=1C=C(SC1)C1=C(C=C2C(=NC(N3C2=C1SC[C@H](C3)OC3=NC=CC=N3)=O)N3C[C@@H](N[C@@H](C3)C)C)C(F)(F)F (S)-11-(4-chlorothien-2-yl)-8-((3S,5R)-3,5-dimethylpiperazin-1-yl)-3-(pyrimidin-2-yloxy)-10-(trifluoromethyl)-3,4-dihydro-2h,6h-[1,4]thiazepino[2,3,4-ij]quinazolin-6-one